Cl.OC1[C@H](O)[C@@H](O)[C@H](O[C@H]2[C@H](O)[C@@H](O)[C@@H](O)[C@H](O2)CO)[C@H](O1)CO lactose, hydrochloride